N-lysyl-lysyl-dimethylamide N[C@@H](CCCCN)C(=O)N[C@@H](CCCCN)C(=O)C[N-]C